ClC1=CC=C(C=C1)C1=CC(=NC(=N1)C=1C=NC=CC1)N[C@H]1C[C@@H](NC1)C(=O)O (2R,4S)-4-((6-(4-chlorophenyl)-2-(pyridin-3-yl)pyrimidin-4-yl)amino)pyrrolidine-2-carboxylic acid